C[C@@H]1CN(CCN1)[C@@H]1CC[C@H](CC1)N1C=C(C2=C1N=CN=C2N)C2=CC=C(C=C2)OC2=CC=CC=C2 7-((trans)-4-((R)-3-methylpiperazin-1-yl)cyclohexyl)-5-(4-phenoxyphenyl)-7H-pyrrolo[2,3-d]pyrimidin-4-amine